ClC1=C(C=CC=C1)S(=O)(=O)Cl 2-Chlorobenzene-sulfonyl chloride